7-methyl-3-{2-[((3S)-piperidin-3-yl)amino]-5-(trifluoromethyl)pyrimidin-4-yl}-1H,4H,7H,8H-pyrrolo[2,3-c]azepin-8-one CN1C(C2=C(CC=C1)C(=CN2)C2=NC(=NC=C2C(F)(F)F)N[C@@H]2CNCCC2)=O